OC1CCO1 1-hydroxy-1,3-epoxypropane